C(C)C1=CC2=C(C3=CC=CC=C3C=C2C=C1)OCCCC 2-ethyl-9-(n-butyloxy)anthracene